C1(=CC=CC=C1)C1=NC(=CC(=N1)C1=C(C(=C(C(=C1N1C2=CC=C(C=C2C=2C=C(C=CC12)C)C)C1=NC=CC=C1)N1C2=CC=C(C=C2C=2C=C(C=CC12)C)C)N1C2=CC=C(C=C2C=2C=C(C=CC12)C)C)N1C2=CC=C(C=C2C=2C=C(C=CC12)C)C)C1=CC=CC=C1 9,9',9'',9'''-(4-(2,6-diphenylpyrimidin-4-yl)-6-(pyridin-2-yl)benzene-1,2,3,5-tetrayl)tetrakis(3,6-dimethyl-9H-carbazole)